FC(/C=C/C=C/C(=O)[O-])(F)F.[Li+] lithium trifluorosorbate